(2R)-6-chloro-N-{(3S)-4-[2-(4-chloro-3-fluorophenoxy)acetamido]-3-hydroxybicyclo[2.2.2]oct-1-yl}-3,4-dihydro-2H-1,4-benzoxazine-2-carboxamide ClC=1C=CC2=C(NC[C@@H](O2)C(=O)NC23C[C@@H](C(CC2)(CC3)NC(COC3=CC(=C(C=C3)Cl)F)=O)O)C1